tert-butyl (N-((8-cyano-6-(oxo)-12-oxo-6,12-dihydroindolo[2,1-b]quinazolin-2-yl)methyl)sulfamoyl)carbamate C(#N)C=1C=C2C(C3=NC4=CC=C(C=C4C(N3C2=CC1)=O)CNS(=O)(=O)NC(OC(C)(C)C)=O)=O